P(O)(O)O.C(C)(C)(C)C1=C(C=CC(=C1)C(C)(C)C)O.C(C)(C)(C)C1=C(C=CC(=C1)C(C)(C)C)O.C(C)(C)(C)C1=C(C=CC(=C1)C(C)(C)C)O tri(2,4-di-tert-butylphenol) phosphite